6-chloro-4-(methoxy-d3)pyridine-3-carbonitrile ClC1=CC(=C(C=N1)C#N)OC([2H])([2H])[2H]